COC=1N(C=C(N1)C1COCC1)C(=O)NCCCC1=CC=CC=C1 Methoxy-N-(3-phenylpropyl)-4-(tetrahydrofuran-3-yl)-1H-imidazole-1-carboxamide